5-(2-fluorocyclobutyl)-1,3,4-thiadiazol-2-amine FC1C(CC1)C1=NN=C(S1)N